(2-fluorophenyl)-1-(3-pyridylsulfonyl)-1H-pyrrole-3-carboxamide FC1=C(C=CC=C1)C=1N(C=CC1C(=O)N)S(=O)(=O)C=1C=NC=CC1